4-chloro-6-(1H-pyrazolo[3,4-b]pyridin-5-yl)pyrido[3,2-d]pyrimidine ClC=1C2=C(N=CN1)C=CC(=N2)C=2C=C1C(=NC2)NN=C1